C(C1=CC=CC=C1)C1=CC2=C(N=C(N=C2)S(=O)(=O)C)N(C1=O)C=1C=C(C=CC1)NC(OC(C)(C)C)=O tert-butyl (3-(6-benzyl-2-(methylsulfonyl)-7-oxopyrido[2,3-d]pyrimidin-8(7H)-yl)phenyl)carbamate